ClC=1C=C2C(=CC1)NC(C21CCN(CC1)CCOC1=CC=C(C=C1)NS(=O)(=O)C)=O N-[4-(2-{5-chloro-2-oxo-1,2-dihydrospiro[indole-3,4'-piperidin]-1'-yl}ethoxy)phenyl]methane-sulfonamide